CC1(OB(OC1(C)C)C=1C=C(C=CC1)N1C(COCC1)=O)C 4-(3-(4,4,5,5-tetramethyl-1,3,2-dioxaborolan-2-yl)phenyl)morpholin-3-one